2-methoxy-N-(4-methoxybenzyl)ethane-1-amine COCCNCC1=CC=C(C=C1)OC